2-(PROP-2-YNAMIDO)PROPANOIC ACID C(C#C)(=O)NC(C(=O)O)C